FC=1C=C(C(=C(C1)C1=CC(=C(C=C1)N1C(N(CC1)C)=O)C)OC)C1=CC(=NC=C1)N1CCN(CC1)C(=O)OC(C)(C)C tert-butyl 4-(4-(5-fluoro-2-methoxy-3'-methyl-4'-(3-methyl-2-oxoimidazolidin-1-yl)-[1,1'-biphenyl]-3-yl)pyridin-2-yl)piperazine-1-carboxylate